FC1=C(C=CC=C1)C(C)NC(=O)C1=NC(=NC2=CC=CC=C12)C N-(1-(2-fluorophenyl)ethyl)-2-methylquinazoline-4-carboxamide